[N+](=O)([O-])C1=CC=2C(C3=CC(=CC=C3C2C=C1)[N+](=O)[O-])(CCCCCCCCCCCC)CCCCCCCCCCCC 2,7-dinitro-9,9-didodecyl-9H-fluorene